C1(=CC=C(C=C1)C(=O)OC1=CC=CC2=CC=CC(=C12)OC(=O)C1CCCCC1)C1=CC=CC=C1 8-((cyclohexanecarbonyl)oxy)naphthalen-1-yl [1,1'-biphenyl]-4-carboxylate